(R)-1-(4-(aminomethyl)-1-oxo-1,2-dihydrophthalazin-6-yl)-N-((5-(2,6-difluorophenoxy)pyridin-2-yl)methyl)-N-(5,6,7,8-tetrahydroquinolin-8-yl)cyclopropane-1-carboxamide NCC1=NNC(C2=CC=C(C=C12)C1(CC1)C(=O)N([C@@H]1CCCC=2C=CC=NC12)CC1=NC=C(C=C1)OC1=C(C=CC=C1F)F)=O